NC1=CC2=C(N(N=C2C(=C1C(=O)C1=C(C=CC(=C1)F)Cl)C#N)C)C#CCO[Si](C(C)(C)C)(C)C 5-amino-6-[(2-chloro-5-fluorophenyl)carbonyl]-2-methyl-3-(2,2,3,3-tetramethyl-4-oxa-3-silahept-6-yn-7-yl)indazole-7-carbonitrile